5-(1-tert-butoxycarbonylpiperidine-4-carbonyl)-2-(4-chlorobenzoyl)-3-fluoro-benzoic acid C(C)(C)(C)OC(=O)N1CCC(CC1)C(=O)C=1C=C(C(=C(C(=O)O)C1)C(C1=CC=C(C=C1)Cl)=O)F